3,6-di-t-butyl-9-(2,5-dibromo-3-fluorophenyl)-9H-carbazole C(C)(C)(C)C=1C=CC=2N(C3=CC=C(C=C3C2C1)C(C)(C)C)C1=C(C(=CC(=C1)Br)F)Br